ethyl 4-chloro-3-(3-nitrophenyl)-6-oxo-1H-pyridazine-5-carboxylate ClC=1C(=NNC(C1C(=O)OCC)=O)C1=CC(=CC=C1)[N+](=O)[O-]